O=C1NC(CCC1C=1C=CC(=NC1)N1CCN(CC1)CC=1C=C(C=CC1)C=1C=NC(=NC1)C=1C=C(CN2N=C(C=CC2=O)C=2C=C(C#N)C=CC2)C=CC1)=O 3-(1-(3-(5-(3-((4-(5-(2,6-dioxopiperidin-3-yl)pyridin-2-yl)piperazin-1-yl)Methyl)phenyl)pyrimidin-2-yl)benzyl)-6-oxo-1,6-dihydropyridazin-3-yl)benzonitrile